C(C)(=O)N1[C@H](CCC2=CC(=CC=C12)C1=CC=C(CNC(=O)C=2N=C3N(C=C(N=C3N3CCOCC3)C=3C=NC(=CC3C(F)(F)F)N)C2)C=C1)C (S)-N-(4-(1-Acetyl-2-methyl-1,2,3,4-tetrahydroquinolin-6-yl)benzyl)-6-(6-amino-4-(trifluoromethyl)pyridin-3-yl)-8-morpholinoimidazo[1,2-a]pyrazine-2-carboxamide